4-(2-(4-fluorophenyl)propan-2-yl)-2,6-dimethoxy-N-phenylbenzamide FC1=CC=C(C=C1)C(C)(C)C1=CC(=C(C(=O)NC2=CC=CC=C2)C(=C1)OC)OC